5-hydroxy-2,2-dimethyl-2H-benzofuran-6-carbaldehyde OC=1C(=CC2=C(CC(O2)(C)C)C1)C=O